(R)-4-bromo-7-((1-methoxypropan-2-yl)oxy)-2-methyl-2H-indazole BrC=1C2=CN(N=C2C(=CC1)O[C@@H](COC)C)C